FC1(CN(CCC1O)C(C(F)(F)C=1C=C(C(=O)NC2=CC(=NC(=C2)C)F)C=CC1F)=O)F 3-(2-(3,3-difluoro-4-hydroxypiperidin-1-yl)-1,1-difluoro-2-oxoethyl)-4-fluoro-N-(2-fluoro-6-methylpyridin-4-yl)benzamide